C[Si]1(OCC(C1)C)C 2,2,4-trimethyl-1-oxa-2-silacyclopentane